C1(CCCCC1)C[C@H](C(=O)N[C@H](C[C@@H]1C(NCC1)=O)C(CO)=O)NC(=O)C1(C2=CC=CC=C2C=2C=CC=CC12)O N-((R)-3-cyclohexyl-1-(((R)-4-hydroxy-3-oxo-1-((R)-2-oxopyrrolidin-3-yl)butan-2-yl)amino)-1-oxopropan-2-yl)-9-hydroxy-9H-fluorene-9-carboxamide